(S)-3-cyclohexyl-3-(1-hydroxy-1,3-dihydrobenzo[c][1,2]oxaborol-5-yl)-7-(trifluoromethyl)indolin-2-one C1(CCCCC1)[C@]1(C(NC2=C(C=CC=C12)C(F)(F)F)=O)C1=CC2=C(B(OC2)O)C=C1